C1(CC1)N1N=C(C(=C1)OC1=NC2=CC(=CC=C2C=C1)C=1C=NN(C1)C(C)C)C1CCOCC1 ((1-cyclopropyl-3-(tetrahydro-2H-pyran-4-yl)-1H-pyrazol-4-yl)oxy)-7-(1-isopropyl-1H-pyrazol-4-yl)quinoline